2,4-bis(diphenylphosphino)pentane C1(=CC=CC=C1)P(C(C)CC(C)P(C1=CC=CC=C1)C1=CC=CC=C1)C1=CC=CC=C1